[Si](C)(C)(C(C)(C)C)OCC1=C(C(=NC=C1)SC)F 4-{[(tert-butyldimethylsilyl)oxy]methyl}-3-fluoro-2-(methylsulfanyl)pyridine